C1(CCCC1)N1C(=CC2=C1N=C(N=C2)NC2=NC=C(C=C2)N2CCN(CC2)CCF)C(=O)O 7-cyclopentyl-2-{5-[4-(2-fluoroethyl)-piperazin-1-yl]-pyridin-2-ylamino}-7H-pyrrolo[2,3-d]pyrimidine-6-carboxylic acid